ClC1=CC(=C(C=C1)C=1SC=C(N1)CC(=O)NCC(=O)O)C1=CC=CC=C1 2-[2-[2-(4-chloro-2-phenylphenyl)-1,3-thiazol-4-yl]acetamido]acetic acid